(1R,2R)-2-methyl-2-propylcyclopropane-1-carboxylic acid 2,5-dioxopyrrolidin-1-yl ester O=C1N(C(CC1)=O)OC(=O)[C@H]1[C@@](C1)(CCC)C